ClC=1C(=CC(=C(N)C1)F)C=1C=NC=C(C1)F 5-chloro-2-fluoro-4-(5-fluoropyridin-3-yl)aniline